C(C1=CC=CC=C1)(=O)C1=C(C(=O)NC2=CC=C3C(=N2)C(=CN3)C3CCN(CC3)CCCCC)C=CC=C1 5-(2-(benzoyl)benzoyl)amino-3-(1-pentylpiperidin-4-yl)pyrrolo[3,2-b]pyridine